NC1=C(C(=NC=N1)NCC1(CCCC1)NC(C=C)=O)C1=CC=C(C=C1)OC1=CC=CC=C1 N-(1-(((6-amino-5-(4-phenoxyphenyl)pyrimidin-4-yl)amino)methyl)cyclopentyl)acrylamide